BrC1=NC=C(C(=C1)C1=CC=2N(C(=N1)OC)N=CC2)OC 5-(2-bromo-5-methoxypyridin-4-yl)-7-methoxypyrazolo[1,5-c]pyrimidine